3-(4-(Bromomethyl)-2-fluoropyridin-3-yl)piperidine-2,6-dione BrCC1=C(C(=NC=C1)F)C1C(NC(CC1)=O)=O